N-((1R,4R)-4-(((2-((4-(3-oxa-8-azabicyclo[3.2.1]octan-8-yl)phenyl)amino)-5-fluoropyrimidin-4-yl)oxy)methyl)cyclohexyl)acetamide [C@H]12COCC(CC1)N2C2=CC=C(C=C2)NC2=NC=C(C(=N2)OCC2CCC(CC2)NC(C)=O)F